3-(isoquinolin-4-yl)-1-(3-methoxy-6-(trifluoromethyl)pyridin-2-yl)-2-oxoimidazolidine-4-carbonitrile C1=NC=C(C2=CC=CC=C12)N1C(N(CC1C#N)C1=NC(=CC=C1OC)C(F)(F)F)=O